NC1=NC(=NC=C1)C=1C(=NN(C1O[C@@H](CCNC1=C(C=NC(=C1)Cl)C#CC=1C(=NN(C1)C)C#N)C)C)C (R)-4-((4-((3-((4-(4-Aminopyrimidin-2-yl)-1,3-dimethyl-1H-pyrazol-5-yl)oxy)butyl)amino)-6-chloropyridin-3-yl)ethynyl)-1-methyl-1H-pyrazole-3-carbonitrile